5-((4-(ethylsulfonyl)benzyl)oxy)-2-(isoindolin-2-ylmethyl)-4H-pyran-4-one C(C)S(=O)(=O)C1=CC=C(COC=2C(C=C(OC2)CN2CC3=CC=CC=C3C2)=O)C=C1